2-amino-6-(2-(2,6-dioxopiperidin-3-yl)-1-oxoisoindolin-5-yl)-5-(trifluoro-methyl)nicotinonitrile NC1=C(C#N)C=C(C(=N1)C=1C=C2CN(C(C2=CC1)=O)C1C(NC(CC1)=O)=O)C(F)(F)F